(2,4-dihydroxy-5-isopropylphenyl)(5-((4-methylpiperazin-1-yl)methyl)isoindolin-2-yl)methanone OC1=C(C=C(C(=C1)O)C(C)C)C(=O)N1CC2=CC=C(C=C2C1)CN1CCN(CC1)C